6-(1-methyl-1H-imidazol-4-yl)-2-(methylsulfonyl)pyrimidin-4-amine CN1C=NC(=C1)C1=CC(=NC(=N1)S(=O)(=O)C)N